p-octyl-phenyl-alpha-naphthylamine C(CCCCCCC)C1=CC=C(C=C1)NC1=CC=CC2=CC=CC=C12